C(C#CC)(=O)N[C@@H]1CN(CCC1)N1C(=C(C2=CC(=CC(=C12)C(=O)N)F)C)C [(3S)-3-(but-2-ynoylamino)piperidin-1-yl]-5-fluoro-2,3-dimethyl-1H-indole-7-carboxamide